(E)-5-phenylpent-2-en-4-yn-1-ol C1(=CC=CC=C1)C#C/C=C/CO